C1=CC=C(C=C1)C=C(Br)Br dibromostyrene